OC1=C(C(=CC(=C1)C)C)C1=CC=C(N=N1)N1CC[C@H]2[C@@H]1CN(CC2)C(C)=O 1-[(3aR,7aR)-1-[6-(2-hydroxy-4,6-dimethyl-phenyl)pyridazin-3-yl]-3,3a,4,5,7,7a-hexahydro-2H-pyrrolo[2,3-c]pyridin-6-yl]ethanone